FC(C(=O)N1CCC(CC1)C=1C(=NC=NC1)OC=1C=NC(=CC1)C(F)(F)F)=C 2-fluoro-1-(4-(4-((6-(trifluoromethyl)pyridin-3-yl)oxy)pyrimidin-5-yl)piperidin-1-yl)prop-2-en-1-one